methylthioninon CC=1S(C=CC=CC=CC1)=O